FC1=CC=C(COC2=CC=3CC[N+]4=C(C3C=C2OC)C(=C2C=CC(=C(C2=C4)OC)OC)CC=C(C)C)C=C1 3-((4-fluorobenzyl)oxy)-2,9,10-trimethoxy-13-(3-methylbut-2-en-1-yl)-5,6-dihydroisoquinolino[3,2-a]isoquinolin-7-ium